(1s,2s)-2-(5-hydroxy-pyrazin-2-yl)-cyclopropanecarboxylate OC=1N=CC(=NC1)[C@@H]1[C@H](C1)C(=O)[O-]